C(=O)(O)C(CC=1C=NC(=CC1)OCCOCCOCC)N1CCN(CCN(CCN(CC1)CC(=O)[O-])CC(=O)[O-])CC(=O)[O-].[Gd+3] gadolinium 2,2',2''-{10-[1-carboxy-2-{6-[2-(2-ethoxyethoxy)ethoxy] pyridin-3-yl}ethyl]-1,4,7,10-tetraazacyclododecane-1,4,7-triyl}triacetate